ClC=1N=C(C2=C(N1)N(C=C2)S(=O)(=O)C2=CC=C(C)C=C2)Cl 2,4-dichloro-7-tosyl-7H-pyrrolo[2,3-d]Pyrimidine